tert-butyl 6-(8-(benzo[d]thiazol-2-ylcarbamoyl)-3,4-dihydroisoquinolin-2(1H)-yl)-3-(2-methyl-3-(((1r,4r)-4-(3-oxopropyl)cyclohexyl)oxy)phenyl)picolinate S1C(=NC2=C1C=CC=C2)NC(=O)C=2C=CC=C1CCN(CC21)C2=CC=C(C(=N2)C(=O)OC(C)(C)C)C2=C(C(=CC=C2)OC2CCC(CC2)CCC=O)C